C1(=CC=CC=C1)NN=CC=NNC1=CC=CC=C1 glyoxal bis(phenylhydrazone)